(E)-3-amino-6-bromo-N-(3-(3-hydroxy-3-methylbut-1-yn-1-yl)phenyl)pyrazine-2-carboxamide NC=1C(=NC(=CN1)Br)C(=O)NC1=CC(=CC=C1)C#CC(C)(C)O